4-((2R,3S,5R)-3-(3,4-difluoro-2-methoxyphenyl)-5-methyl-5-(trifluoromethyl)tetrahydrothiophene-2-carboxamido)-N-(N,N-dimethylsulfamoyl)pyridinecarboxamide FC=1C(=C(C=CC1F)[C@H]1[C@@H](S[C@](C1)(C(F)(F)F)C)C(=O)NC1=CC(=NC=C1)C(=O)NS(N(C)C)(=O)=O)OC